CN(C(C=C)=O)C=1C=C2C=CN(C2=CC1)CC1=CC(=CC=C1)C(F)(F)F N-methyl-N-(1-(3-(trifluoromethyl)-benzyl)-1H-indol-5-yl)acrylamide